COC(=O)[C@H]1CCCC=2N1C(N(N2)CC2=CC=C(C=C2)OC)=O |r| methyl-(5RS)-2-(4-methoxybenzyl)-3-oxo-2,3,5,6,7,8-hexahydro[1,2,4]triazolo[4,3-a]pyridine-5-carboxylate